(R)-3-[(benzo[d][1,3]dioxol-4-yl)oxy]-N,N-dimethyl-3-(4-fluorophenyl)propylamine oxalate C(C(=O)O)(=O)O.O1COC2=C1C=CC=C2O[C@H](CCN(C)C)C2=CC=C(C=C2)F